CC(C)(COP(=O)(O)OP(=O)(O)OC[C@@H]1[C@H]([C@H]([C@@H](O1)N2C=NC3=C(N=CN=C32)N)O)OP(=O)(O)O)[C@H](C(=O)NCCC(=O)NCCSC(=O)/C=C/CCCCCCCCCCC(=O)O)O The molecule is an acyl-CoA resulting from the formal condensation of the thiol group of coenzyme A with the 1-carboxy group of (2E)-tetradecenedioic acid. It is a conjugate acid of a (2E)-tetradecenedioyl-CoA(5-).